4-(4-fluoroPhenyl)thiazole-5-carbonitrile FC1=CC=C(C=C1)C=1N=CSC1C#N